5-(4-hydroxypiperidin-1-yl)picolinamide OC1CCN(CC1)C=1C=CC(=NC1)C(=O)N